COCCNC=1C2=C(N=C(N1)NC1=CC=C(C3=C1OCCO3)C=O)NC=C2C(F)(F)F (8-((4-((2-methoxy-ethyl)amino)-5-(trifluoromethyl)-7H-pyrrolo[2,3-d]pyrimidin-2-yl)amino)-2,3-dihydrobenzo[b][1,4]dioxin-5-yl)methanone